BrC1=C(N=CS1)C(CNC(OC(C)(C)C)=O)OC tert-butyl (2-(5-bromothiazol-4-yl)-2-methoxyethyl)carbamate